Cl.N ammonia-HCl